(2,6-Dichloropyridin-4-yl)methyl (S)-2-cyclopropyl-2-(methylamino)acetate hydrochloride Cl.C1(CC1)[C@@H](C(=O)OCC1=CC(=NC(=C1)Cl)Cl)NC